4-bromo-2-(azetidin-1-yl)pyridine BrC1=CC(=NC=C1)N1CCC1